FC=1C=CC2=C(N=C(O2)S)C1 5-fluoro-1,3-benzoxazole-2-thiol